C(C)OC(CC=1N(C2=CC=CC=C2C1CC=C)C)=O 2-(3-allyl-1-methyl-1H-indol-2-yl)acetic acid ethyl ester